C(C)(C)(C)OC(=O)N1[C@H](CCC1=O)C(=O)O (2R)-1-tert-butoxycarbonyl-5-oxo-pyrrolidine-2-carboxylic acid